BrC1=C(C=C2C(=NC(=NC2=C1F)N1CC(C1)N(C)C)N1CC2(CNC2)CC1)Cl 6-(7-bromo-6-chloro-2-(3-(dimethylamino)azetidin-1-yl)-8-fluoroquinazolin-4-yl)-2,6-diazaspiro[3.4]octane